N(=NC(C(=N)N)(C)C)C(C(=N)N)(C)C azobis(2-methylpropionamidine)